COCN(C(=O)C=1SC2=C(C1)CCCC2)C N-(methoxymethyl)-N-methyl-4,5,6,7-tetrahydro-1-benzothiophene-2-carboxamide